2-(4-fluorophenyl)-3-hydroxypropyl 4-methylbenzenesulfonate CC1=CC=C(C=C1)S(=O)(=O)OCC(CO)C1=CC=C(C=C1)F